(S)-6-chloro-1-(2-isopropylphenyl)-7-(2-methoxypyridin-3-yl)-4-(2-methylpiperazin-1-yl)pyrido[2,3-d]pyrimidin-2(1H)-one ClC1=CC2=C(N(C(N=C2N2[C@H](CNCC2)C)=O)C2=C(C=CC=C2)C(C)C)N=C1C=1C(=NC=CC1)OC